(E)-2-fluoro-N-(2-methoxy-5-(8-methyl-4-(4-(4-oxopent-2-enoyl)piperazin-1-yl)quinolin-6-yl)pyridin-3-yl)benzenesulfonamide FC1=C(C=CC=C1)S(=O)(=O)NC=1C(=NC=C(C1)C=1C=C2C(=CC=NC2=C(C1)C)N1CCN(CC1)C(\C=C\C(C)=O)=O)OC